P(=O)(OC1=C2C(=CNC2=CC=C1)CCN(C(C)C)C(C)C)(O)O 3-(2-(diiso-propylamino)-ethyl)-1H-indol-4-yl dihydrogen phosphate